CC1=NC2=C(N1)C=C(C=C2C(=O)O)C2=C(C(=C(C(=C2F)F)C2=CC(=CC=C2)CNC(C)C)F)F 2-methyl-6-(2,3,5,6-tetrafluoro-3'-((isopropylamino)methyl)-[1,1'-biphenyl]-4-yl)-1H-benzo[d]imidazole-4-carboxylic acid